(1,4-phenylenebis(1,3,2-dioxaborolane-2,4-diyl))bis(butane-4,1-diyl) bis(11-mercaptoundecanoate) SCCCCCCCCCCC(=O)OCCCCC1OB(OC1)C1=CC=C(C=C1)B1OCC(O1)CCCCOC(CCCCCCCCCCS)=O